N-((1S,3S)-3-((3-(3-(benzyloxy)phenyl)propoxy)methyl)-3-(4-(chloromethyl)oxazol-2-yl)cyclopentyl)methanesulfonamide C(C1=CC=CC=C1)OC=1C=C(C=CC1)CCCOC[C@]1(C[C@H](CC1)NS(=O)(=O)C)C=1OC=C(N1)CCl